COC1=NC(=CC=C1C=1C=C(C=2N(C1)C=CN2)C)N2CCC(CC2)N2CCNCC2 6-[2-methoxy-6-(4-piperazin-1-yl-1-piperidinyl)-3-pyridinyl]-8-methyl-imidazo[1,2-a]pyridine